C(=O)O.O=C1NC(CCC1N1C(C2=CC=CC(=C2C1=O)OCC(=O)N)=O)=O 2-((2-(2,6-dioxo-piperidin-3-yl)-1,3-dioxoisoindolin-4-yl)oxy)acetamide formate